COC=1C=CC2=CN(N=C2C1)[C@@H](C(=O)NC=1SC=CN1)C1=CC=CC=C1 |r| (2RS)-2-(6-methoxyindazol-2-yl)-2-phenyl-N-thiazol-2-yl-acetamide